2-methyl-1,3-Dioxolane CC1OCCO1